vinyl ethynyl sulfate S(=O)(=O)(OC=C)OC#C